3-(N-(4-chloro-5-cyano-2-(3-methylcyclobutoxy)phenyl)sulfamoyl)-4-cyclopropylbenzoic acid ClC1=CC(=C(C=C1C#N)NS(=O)(=O)C=1C=C(C(=O)O)C=CC1C1CC1)OC1CC(C1)C